methacryloxypropyl-ethoxydimethylsilane C(C(=C)C)(=O)OCCC[Si](C)(C)OCC